C(C)(C)(C)C1=C(C=CC(=C1)C(C)(C)C)OP(=O)(OC1=C(C=C(C=C1)C(C)(C)C)C(C)(C)C)OC1=C(C=C(C=C1)C(C)(C)C)C(C)(C)C tris(2,4-di-tert.-butyl phenyl)-phosphate